C(CCCCCCCC)[Si](N[Si](CCCCCCCCC)(C)C)(C)C 1,3-dinonyl-tetramethyl-disilazane